C1=CC=CC=2C3=CC=CC=C3N(C12)C1=C2C=CC3=CC=C(C4=CC=C(C=C1)C2=C43)P(C4=CC=CC=C4)(C4=CC=CC=C4)=O (6-(9H-carbazol-9-yl)pyrene-1-yl)diphenyl-phosphorus oxide